ClC1=C2CCN([C@@H](C2=C(C=C1)OCC=1N(C=CN1)CC(F)F)CN1C(C2=CC=CC=C2C1)=O)C(=O)C1CCCCC1 (1S,2R)-2-((S)-5-Chloro-8-((1-(2,2-difluoroethyl)-1H-imidazol-2-yl)methoxy)-1-((1-oxoisoindolin-2-yl)methyl)-1,2,3,4-tetrahydroisochinolin-2-carbonyl)cyclohexan